N1=CN=C(C2=C1NC=C2)C=2C=NN(C2)C2(CC(C2)N2CCN(CC2)C(=O)C2=NC(=NC=C2)C(F)(F)F)CC(C)=O [trans-1-[4-(7H-pyrrolo[2,3-d]-pyrimidin-4-yl)-1H-pyrazol-1-yl]-3-(4-{[2-(trifluoro-methyl)pyrimidin-4-yl]carbonyl}-piperazin-1-yl)-cyclobutyl]aceton